2-{4-[(3S)-3-amino-3-methylpyrrolidin-1-yl]-5-(3-cyano-4-methoxyphenyl)pyridin-3-yl}-1H-imidazo[4,5-b]pyridine-7-carbonitrile N[C@@]1(CN(CC1)C1=C(C=NC=C1C1=CC(=C(C=C1)OC)C#N)C=1NC=2C(=NC=CC2C#N)N1)C